1,3,5-Tris[4-(1-butylpyridin-1-ium-4-yl)phenyl]benzene C(CCC)[N+]1=CC=C(C=C1)C1=CC=C(C=C1)C1=CC(=CC(=C1)C1=CC=C(C=C1)C1=CC=[N+](C=C1)CCCC)C1=CC=C(C=C1)C1=CC=[N+](C=C1)CCCC